(3R)-4-(7-((3-azabicyclo[3.1.0]hexane-3-yl)methyl)-2-(1H-pyrrolo[2,3-b]Pyridin-4-yl)thieno[3,2-d]pyrimidin-4-yl)-3-methylmorpholine C12CN(CC2C1)CC1=CSC2=C1N=C(N=C2N2[C@@H](COCC2)C)C2=C1C(=NC=C2)NC=C1